(2-Hydroxyethyl)trimethylammonium chlorid [Cl-].OCC[N+](C)(C)C